N-[6-[bis[(4-methoxyphenyl)methyl]amino]-5-fluoro-3-pyridyl]carbamate COC1=CC=C(C=C1)CN(C1=C(C=C(C=N1)NC([O-])=O)F)CC1=CC=C(C=C1)OC